tert-butyl (S)-3-(((1R,4S)-4-((5'-chloro-6-(((4-cyanotetrahydro-2H-pyran-4-yl)methyl)amino)-[2,4'-bipyridin]-2'-yl)amino)cyclohexyl)amino)butanoate ClC=1C(=CC(=NC1)NC1CCC(CC1)N[C@H](CC(=O)OC(C)(C)C)C)C1=NC(=CC=C1)NCC1(CCOCC1)C#N